4-chloro-2-(3-((1s,3s)-3-fluoro-1-(4-methyl-4H-1,2,4-triazol-3-yl)cyclobutyl)phenyl)-6-(((1-methylcyclobutyl)amino)methyl)isoindolin-1-one ClC1=C2CN(C(C2=CC(=C1)CNC1(CCC1)C)=O)C1=CC(=CC=C1)C1(CC(C1)F)C1=NN=CN1C